1-(5-acetyl-2,4-dichloro-phenyl)-3-[(1S)-1-(2-pyrimidin-2-yl-1,2,4-triazol-3-yl)ethyl]urea C(C)(=O)C=1C(=CC(=C(C1)NC(=O)N[C@@H](C)C=1N(N=CN1)C1=NC=CC=N1)Cl)Cl